BrC1=CC=CC(=N1)C1=CN=C2N1C=C(N=C2)C(F)(F)F 3-(6-bromopyridin-2-yl)-6-(trifluoromethyl)imidazo[1,2-a]pyrazine